[Sn]=[Se].[Pb] plumbum stannum selenide